[Na+].O=C1C=CC(=CN1)C1=C(N(C=C1)S(N)(=O)=O)C(=O)[O-] 3-(6-Oxo-1,6-dihydropyridin-3-yl)-1-sulfamoyl-1H-pyrrole-2-carboxylic acid, sodium salt